NC1=C(C(=NC(=N1)N1CCC2(CC1)[C@@H](C1=CC=CC=C1C2)N)C#N)C2=C(C(=CC=C2)Cl)Cl 6-amino-2-((S)-1-amino-1,3-dihydrospiro[indene-2,4'-piperidine]-1'-yl)-5-(2,3-dichlorophenyl)pyrimidine-4-carbonitrile